3-amino-N-(cyanomethyl)-N-(cyclopropyl)-2-fluorobenzamide NC=1C(=C(C(=O)N(C2CC2)CC#N)C=CC1)F